CNCC1=CC(=CC=C1)C(F)(F)F N-methyl-1-(3-(trifluoromethyl)phenyl)methanamine